C(CCC)NC=1N=CC2=C(N(C(C=3C=C(C=CC23)N2[C@H](CN([C@@H](C2)C)C)C)=O)C2CCC(CC2)=O)N1 3-(Butylamino)-5-(4-oxocyclohexyl)-8-((2S,5R)-2,4,5-trimethylpiperazin-1-yl)pyrimido[4,5-c]isoquinolin-6(5H)-one